4-(4-((E)-(4-((E)-(2,2-dimethyl-2,3-dihydro-1H-perimidin-6-yl)diazenyl)naphthalen-1-yl)diazenyl)phenethoxy)-4-oxobutanoic acid CC1(NC=2C=CC=C3C(=CC=C(N1)C23)/N=N/C2=CC=C(C3=CC=CC=C23)/N=N/C2=CC=C(CCOC(CCC(=O)O)=O)C=C2)C